N1(CCCC1)C(=O)OC(CC)C(CC)OC(=O)N1CCCC1 hexane-3,4-diyl bis(pyrrolidine-1-carboxylate)